tris(trifluoroacetylacetone) titanium [Ti].FC(C(=O)CC(C)=O)(F)F.FC(C(=O)CC(C)=O)(F)F.FC(C(=O)CC(C)=O)(F)F